C(C)(C)(C)C1=NOC(=N1)C(=O)N[C@H](C)C1=C(C=C(C=C1)C1=CC(=NC=N1)NC1=CC=C(C=N1)N1[C@H](CN(CC1)C(=O)OC(C)(C)C)CC)C tert-butyl (S)-4-(6-((6-(4-((R)-1-(3-(tert-butyl)-1,2,4-oxadiazole-5-carboxamido)ethyl)-3-methylphenyl)pyrimidin-4-yl)amino)pyridin-3-yl)-3-ethylpiperazine-1-carboxylate